CNC1=NC(=CC=C1[N+](=O)[O-])OC1=C(C=CC=C1)C=1C=NC=CC1 N-methyl-3-nitro-6-(2-(pyridin-3-yl)phenoxy)pyridin-2-amine